BrC1=NN2C(CN(CC2(C)C)C(=O)OC(C)(C)C)=C1C1=CC=NC=C1 tert-butyl 2-bromo-7,7-dimethyl-3-(pyridin-4-yl)-6,7-dihydropyrazolo[1,5-a]pyrazine-5(4H)-carboxylate